bis(2,4,5-tri-tert-butylimidazolyl)strontium C(C)(C)(C)C=1N(C(=C(N1)C(C)(C)C)C(C)(C)C)[Sr]N1C(=NC(=C1C(C)(C)C)C(C)(C)C)C(C)(C)C